tris(4-hydroxy-3,5-dimethylphenyl)-2-hydroxyphenyl-methane OC1=C(C=C(C=C1C)C(C1=C(C=CC=C1)O)(C1=CC(=C(C(=C1)C)O)C)C1=CC(=C(C(=C1)C)O)C)C